NC1=C(C=CC=C1)NC1CCN(CC1)C(CC=1C=C2C=CC=NC2=CC1)=O (4-((2-aminophenyl)amino)piperidin-1-yl)-2-(quinolin-6-yl)ethanone